CC1=CC=C(O1)C(C(=O)O)C 2-(5-methylfuran-2-yl)propionic acid